C(C1=CC=CC=C1)(=O)O[C@@H]1C23[C@@H](N(C1=O)C1=CC=C(C=C1)C(F)(F)F)OC([C@]21[C@H](C[C@@]3(O)C(C)(C)C)OC(C1)=O)=O (3aS,5aS,8R,9R,10aS)-9-(tert-butyl)-9-hydroxy-2,4,7-trioxo-6-(4-(trifluoromethyl)phenyl)octahydro-4H,9H-furo[3'',2'':2',3']cyclopenta[1',2':3,4]furo[2,3-b]pyrrol-8-yl benzoate